FC1=CC(=C(C(=C1)C(C)C)CC(=O)O)C1=CC(=NC=C1)OCC(C)(C)N1N=C(C(=C1CN1CCN(CC1)C)F)S(N)(=O)=O 2-(4-fluoro-2-(2-(2-(4-fluoro-5-((4-methylpiperazin-1-yl)methyl)-3-sulfamoyl-1H-pyrazol-1-yl)-2-methylpropoxy)pyridin-4-yl)-6-isopropylphenyl)acetic acid